ClC1=C(C(=CC=C1)F)NC(=O)C1=CC(=C(C=C1O[C@H](C(F)(F)F)C)N1N=CN(C1=O)C1CC1)F 1-(4-[(2-Chloro-6-fluorophenyl)carbamoyl]-2-fluoro-5-{[(2S)-1,1,1-trifluoropropan-2-yl]oxy}phenyl)-4-cyclopropyl-5-oxo-4,5-dihydro-1H-1,2,4-triazol